trans-4-(pyridin-2-yloxy)cyclohexyl-5,6-dihydro-4H-[1,2,4]triazolo[4,3-a][1]benzazepin-5-amine N1=C(C=CC=C1)O[C@@H]1CC[C@H](CC1)C1=NN=C2N1C1=C(CC(C2)N)C=CC=C1